CNC=1C2=C(N=CN1)NC=C2 4-(methylamino)-7H-pyrrolo[2,3-d]pyrimidin